4-iodo-3,5-diphenylisoxazole IC=1C(=NOC1C1=CC=CC=C1)C1=CC=CC=C1